NC=1C=C(SC1)OB(O)O (4-aminothiophene-2-yl)boric acid